2-((((3S,4S)-4-(difluoromethyl)-1,3-dimethylpiperidin-3-yl)methoxy)-7-(8-Ethynyl-7-fluoro-3-hydroxynaphthalen-1-yl)-6,8-difluoroquinazolin-4-yl)-6-methyl-1,4-oxaazepine FC([C@@H]1[C@](CN(CC1)C)(C)COC1=NC2=C(C(=C(C=C2C(=N1)C=1OC=C(C=NC1)C)F)C1=CC(=CC2=CC=C(C(=C12)C#C)F)O)F)F